FC1=C(C(=CC=C1)F)N1CCN(CC1)CC1CN(CCC1)C1=NC=2N(C(=N1)N)N=C(N2)C=2OC=CC2 5-(3-((4-(2,6-difluorophenyl)piperazin-1-yl)methyl)piperidin-1-yl)-2-(furan-2-yl)-[1,2,4]triazolo[1,5-a][1,3,5]triazine-7-amine